C[C@]12CC(C[C@](CC1)(N2)C)OC2=CC=C(N=N2)N2C(C=1N=C(N=CC1C2)C2=C(N=C(S2)C)C)=O 6-(6-(((1R,3s,5S)-1,5-dimethyl-8-azabicyclo[3.2.1]octan-3-yl)oxy)pyridazin-3-yl)-2-(2,4-dimethylthiazol-5-yl)-5,6-dihydro-7H-pyrrolo[3,4-d]pyrimidin-7-one